C(\C=C/CCCCC)=O (Z)-2-octenal